8-((2-chlorothiazol-5-yl)methyl)pyrido[2,3-d]pyrimidine-2,4(3h,8h)-dione ClC=1SC(=CN1)CN1C=CC=C2C1=NC(NC2=O)=O